chlorodecyl (trifluoromethyl) sulfide FC(F)(F)SCCCCCCCCCCCl